(2-(4-(dimethylamino)phenyl)-1H-imidazol-4-yl)(3,4,5-trimethoxyphenyl)methanone CN(C1=CC=C(C=C1)C=1NC=C(N1)C(=O)C1=CC(=C(C(=C1)OC)OC)OC)C